[O-]P([O-])(=O)OP(=O)([O-])[O-].N1=C(N)N=C(N)N=C1N.N1=C(N)N=C(N)N=C1N.[Mg+2].[Mg+2] Magnesium dimelamine diphosphate